(5-(6-(2-oxa-6-azaspiro[3.4]octan-6-yl)-1H-benzo[d]imidazol-2-yl)-1H-pyrrol-3-yl)(2-(trifluoromethyl)phenyl)methanone C1OCC12CN(CC2)C=2C=CC1=C(NC(=N1)C1=CC(=CN1)C(=O)C1=C(C=CC=C1)C(F)(F)F)C2